(R)-(2-(4-(tert-butoxycarbonyl)-3-methylpiperazin-1-yl)pyridin-4-yl)boronic acid C(C)(C)(C)OC(=O)N1[C@@H](CN(CC1)C1=NC=CC(=C1)B(O)O)C